BrC1=C(C=C(C=C1)NC(OC(C)(C)C)=O)OC tert-butyl (4-bromo-3-methoxyphenyl)carbamate